B(F)(F)F.N1=CC=NC=C1 pyrazine boron trifluoride